3-bromo-4-(2-chloroethoxy)phenylpropionyl chloride BrC=1C=C(C=CC1OCCCl)CCC(=O)Cl